C1(=CC=CC=C1)CON1[C@@H]2CC[C@H](N(C1=O)C2)C(NC(=O)C2CCCCC2)=N N-(((2S,5R)-6-(phenylmethyloxy)-7-oxo-1,6-diazabicyclo[3.2.1]oct-2-yl)(imino)methyl)cyclohexanecarboxamide